COC1=NC(=NC=C1C(=O)N)NC1=CC(=C(C=C1)C1CCN(CC1)C)C 4-methoxy-2-{[3-methyl-4-(1-methylpiperidin-4-yl)phenyl]amino}pyrimidine-5-carboxamide